2-chloro-3-[(5-methyl-2-oxo-1,3,4-oxadiazol-3(2H)yl)methyl]-4-isopropylsulfonylbenzoate ClC1=C(C(=O)[O-])C=CC(=C1CN1C(OC(=N1)C)=O)S(=O)(=O)C(C)C